C1=C(C=CC2=CC=CC=C12)C=1C2=CC=CC=C2C(=C2C=CC(=CC12)C1=CC=C(C=C1)C1C(C=2C=CC3=CC=CC=C3C2C=C1)C1=CC=CC=C1)C1=CC2=CC=CC=C2C=C1 2-(4-(9,10-di(naphthalene-2-yl)anthracene-2-yl)phenyl)-1-phenyl-1H-phenanthrene